6-((s)-3-hydroxypyrrolidine-1-carbonyl)-2-(3-((R)-1-(4-methyl-4H-1,2,4-triazol-3-yl)propan-2-yl)phenyl)-4-(trifluoromethyl)isoindolin-1-one O[C@@H]1CN(CC1)C(=O)C1=CC(=C2CN(C(C2=C1)=O)C1=CC(=CC=C1)[C@@H](CC1=NN=CN1C)C)C(F)(F)F